CC1=CC=C(O1)C(CC)=O 1-(5-Methyl-2-furanyl)-1-propanone